OCCC12CC(C1)(C2)NC(C)=O N-[3-(2-hydroxyethyl)bicyclo[1.1.1]pentan-1-yl]acetamide